N1(CCCCC1)C(=O)N Piperidinyl-carboxamide